C[C@H]1NC[C@@H](N(C1)C)C (2R,5S)-2,4,5-trimethylpiperazine